CC1=NOC(=C1C=1C=C2C(=NC1)N(C=C2C2=C(C=C(C(=O)O)C=C2)OC(F)(F)F)C2=C(C=CC=C2)C(=C)C)C 4-(5-(3,5-dimethylisoxazol-4-yl)-1-(2-(prop-1-en-2-yl)phenyl)-1H-pyrrolo[2,3-b]pyridin-3-yl)-3-(trifluoromethoxy)benzoic acid